ClC1=CC=C(C=N1)CN(C1=CC(OC1)=O)C1=C(C(=CC=C1)F)F 4-(((6-chloropyridin-3-yl)methyl)(2,3-difluorophenyl)amino)furan-2(5H)-one